C(C)OC(=O)C=1C(=NC(=NC1C)C1=CC=C(C=C1)C(C)(C)C)Cl 2-(4-(tert-butyl)phenyl)-4-chloro-6-methylpyrimidine-5-carboxylic acid ethyl ester